N[C@H](CC(C(=O)O)C)CC1=CC(=C(C=C1)O)NC(CCOCCOCCNC(CC)=O)=O (4R)-4-amino-5-(4-hydroxy-3-(3-(2-(2-propionamidoethoxy)-ethoxy)propionamido)phenyl)-2-methylpentanoic acid